5,7,14-trioxatetracyclo[9.2.1.02,10.04,8]tetradeca-2(10),3,8,12-tetraene C12C=3C=C4OCOC4=CC3C(C=C1)O2